1-Dodecyloxy-2-nitrobenzene C(CCCCCCCCCCC)OC1=C(C=CC=C1)[N+](=O)[O-]